C(C)(=O)N[C@H](CC1=CC2=CC=CC=C2C=C1)C(=O)N[C@H](CC1=CC=C(C=C1)Cl)C(=O)N[C@H](CC=1C=NC=CC1)C(=O)N[C@@H](CO)C(=O)N([C@@H](CC1=CC=C(C=C1)O)C(=O)N[C@H](CC(N)=O)C(=O)N[C@@H](CC(C)C)C(=O)N[C@@H](CCCCNC(C)C)C(=O)N1[C@@H](CCC1)C(=O)N[C@H](C)C(=O)N)C N-acetyl-3-(2-naphthyl)-D-alanyl-4-chloro-D-phenylalanyl-3-(3-pyridyl)-D-alanyl-L-seryl-N-methyl-L-tyrosyl-D-asparagyl-L-leucyl-N6-isopropyl-L-lysyl-L-prolyl-D-alaninamide